(R)-(5-chloro-2-((1-ethyl-1H-pyrazol-4-yl)amino)-4-(pyrrolidin-3-oxy)-7H-pyrrolo[2,3-d]pyrimidin-7-yl)methanol ClC1=CN(C=2N=C(N=C(C21)O[C@H]2CNCC2)NC=2C=NN(C2)CC)CO